13-azido-2,5,8,11-tetraoxatridecane N(=[N+]=[N-])CCOCCOCCOCCOC